5-(4-((4-((S)-1-(5-(((R)-1-(tert-butoxycarbonyl)-4,4-difluoropyrrolidin-3-yl)amino)-2-methylbenzamido)ethyl)naphthalen-1-yl)ethynyl)piperidin-1-yl)pentanoic acid C(C)(C)(C)OC(=O)N1C[C@H](C(C1)(F)F)NC=1C=CC(=C(C(=O)N[C@@H](C)C2=CC=C(C3=CC=CC=C23)C#CC2CCN(CC2)CCCCC(=O)O)C1)C